4-(3-(2,6-dimethyl-4-(3-(piperidin-1-yl)propanamido)phenoxy)-5-methylphenyl)-N-ethyl-6-methyl-7-oxo-6,7-dihydro-1H-pyrrolo[2,3-c]pyridine-2-carboxamide CC1=C(OC=2C=C(C=C(C2)C)C=2C3=C(C(N(C2)C)=O)NC(=C3)C(=O)NCC)C(=CC(=C1)NC(CCN1CCCCC1)=O)C